3-[2-(2-methylprop-2-enoyloxy)ethylcarbamoylamino]Propyl-phosphonic acid CC(C(=O)OCCNC(=O)NCCCP(O)(O)=O)=C